indole-6-carboxylic acid N1C=CC2=CC=C(C=C12)C(=O)O